ClC=1C=C(C(=NC1)COC1=NC=2N(C=C1)N=C(C2)C(=O)O)OCC(F)F 5-((5-chloro-3-(2,2-difluoroethoxy)pyridin-2-yl)methoxy)pyrazolo[1,5-a]pyrimidine-2-carboxylic acid